FC1([C@H](C2=C(NC1=O)NN=C2C)O)F 5,5-difluoro-(S)-4-hydroxy-3-methyl-1H,4H,5H,6H,7H-pyrazolo[3,4-b]pyridin-6-one